1-ethylcarbamate C(C)NC([O-])=O